FC(CN1C(=NC=2C1=NC(=CC2)C=2C=CN1N=C(N=CC12)NC1CCN(CC1)S(=O)(=O)C)C)F 5-(3-(2,2-Difluoroethyl)-2-methyl-3H-imidazo[4,5-b]pyridin-5-yl)-N-(1-(methylsulfonyl)piperidin-4-yl)pyrrolo[2,1-f][1,2,4]triazin-2-amine